N1=CC=C2N1CCN(C2)C(=O)C=2N=C1N(N2)[C@@H](C[C@@H]1F)C1=CC=CC=C1 |r| 6,7-Dihydro-4H-pyrazolo[1,5-a]pyrazin-5-yl-[rac-(5S,7S)-7-fluoro-5-phenyl-6,7-dihydro-5H-pyrrolo[1,2-b][1,2,4]triazol-2-yl]methanon